N-(3-heptoxypropyl)-3-(pyrrolidinyl)propan-1-amine C(CCCCCC)OCCCNCCCN1CCCC1